Trans-3-(7-Ethyl-2-(methylthio)-8-oxo-7,8-dihydro-9H-purin-9-yl)cyclobutane-1-carbonitrile C(C)N1C(N(C2=NC(=NC=C12)SC)[C@@H]1C[C@H](C1)C#N)=O